C(C)(C)(C)OC(CN(C(CN1CCN(CCN(CCN(CC1)CC(OC(C)(C)C)=O)CC(OC(C)(C)C)=O)CC(=O)OC(C)(C)C)=O)C1=CC=CC=C1)=O N-phenyl-N-{[4,7,10-tris(2-tert-butoxy-2-oxoethyl)-1,4,7,10-tetraazacyclododec-1-yl]acetyl}glycine tert-butyl ester